1,3-thiazocane S1CNCCCCC1